O=C(CCCCC/C=C/C(=O)O)C trans-9-oxo-2-decenoic acid